CC1=CC=C(O1)CNC(C1=CC(=CC=C1)NC=1N=NC(=CC1)CC(C)C)=O N-[(5-methylfuran-2-yl)methyl]-3-{[6-(2-methylpropyl)pyridazin-3-yl]amino}benzamide